C(C)(C)(C)OC(N[C@H]1CO[C@@H](CC1)C1=NN=C(N1C)COC1=CC(=CC=C1)C(C)C)=O N-[(3R,6S)-6-[5-[(3-isopropylphenoxy)methyl]-4-methyl-1,2,4-triazol-3-yl]tetrahydropyran-3-yl]carbamic acid tert-butyl ester